4'-methyl-4-chloro-3-fluorobiphenyl CC1=CC=C(C=C1)C1=CC(=C(C=C1)Cl)F